C(C)(C)(C)C1=NC(=C(C=C1C=1CC=NCC1)OC)CN1N=C(C=2N=C(N=C(C21)NCCCC)N)I tert-butyl-6-((5-amino-7-(butylamino)-3-iodo-1H-pyrazolo[4,3-d]pyrimidin-1-yl)methyl)-5-methoxy-3',6'-dihydro-[3,4'-bipyridine]